(4S,5S)-5-((R)-2-(benzyloxy)-1-((diphenylmethylene)-amino)ethyl)-2,2-dimethyl-1,3-dioxolane-4-carboxylic acid methyl ester COC(=O)[C@H]1OC(O[C@H]1[C@@H](COCC1=CC=CC=C1)N=C(C1=CC=CC=C1)C1=CC=CC=C1)(C)C